C(C1=CC=CC=C1)OC1CCC2=C(NC=N2)C1 6-(benzyloxy)-4,5,6,7-tetrahydro-1H-benzo[d]imidazole